bis-stearyl-pentaerythritol C(CCCCCCCCCCCCCCCCC)C(O)(C(CO)(CO)CO)CCCCCCCCCCCCCCCCCC